1-(2-cyanoethyl)-3-(3-(imidazo[4,5-d]pyrrolo[2,3-b]pyridin-1(6H)-yl)bicyclo[1.1.1]pentan-1-yl)urea C(#N)CCNC(=O)NC12CC(C1)(C2)N2C=NC=1C2=C2C(=NC1)NC=C2